ClC=1C=NN(C(C1C1=CC=CC=C1)=O)CC(=O)NC1=CC(=C(C=C1)C)S(NCCC1=NC=CC=C1)(=O)=O 2-(4-chloro-6-oxo-5-phenyl-pyridazin-1-yl)-N-[4-methyl-3-[2-(2-pyridyl)ethylsulfamoyl]phenyl]acetamide